N-(1-methyl-1H-pyrazol-4-yl)-4-(2-{[(3S)-piperidin-3-yl]amino}-5-(trifluoromethyl)pyrimidin-4-yl)-1H-pyrrol-2-carboxamide CN1N=CC(=C1)NC(=O)C=1NC=C(C1)C1=NC(=NC=C1C(F)(F)F)N[C@@H]1CNCCC1